CN1N=C(C2=C1C=1N(N=C2)C=C(C1)C=1C=NN(C1)C)N 1-methyl-8-(1-methyl-1H-pyrazol-4-yl)-1H-pyrazolo[3,4-d]pyrrolo[1,2-b]pyridazin-3-amine